D-Glucose-13C6 [13CH2]([13C@@H]1[13C@H]([13C@@H]([13C@H]([13C@H](O1)O)O)O)O)O